C(C)[C@H]1C(N(C(N1)=O)C1=NC=C(N=C1)OC1=CC=C(C2=C1C1(CC1)CO2)C)=O (5S)-5-ethyl-3-[5-(7-methyl-spiro[2H-benzofuran-3,1'-cyclopropan]-4-yl)oxy-pyrazin-2-yl]imidazolidine-2,4-dione